NC=1C=C(CNC2=C3N=CN(C3=NC(=N2)Cl)C(C)C)C=CC1 N-(3-aminobenzyl)-2-chloro-9-isopropyl-9H-purin-6-amine